C(C=C)NS(=O)(=O)CC=C 3-(allylsulfamoyl)-1-propene